(R)-2-(benzyloxy)-3-(octadecyloxy)propyl (tert-butoxycarbonyl)alaninate C(C)(C)(C)OC(=O)N[C@@H](C)C(=O)OC[C@@H](COCCCCCCCCCCCCCCCCCC)OCC1=CC=CC=C1